FC1=C(C=CC(=N1)C1=C(N(C=2N=CN=C(C21)N)C)I)OC2=NC=CC(=N2)C 5-(6-fluoro-5-((4-methylpyrimidin-2-yl)oxy)pyridin-2-yl)-6-iodo-7-methyl-7H-pyrrolo[2,3-d]pyrimidin-4-amine